COC1=NC(=CC(=N1)C1=CC=C(C(=O)O)C=C1)OC 4-(2,6-dimethoxypyrimidin-4-yl)benzoic acid